pentaerythritol diphosphinate [PH2](=O)OCC(CO[PH2]=O)(CO)CO